N-(2-((5-bromo-2-(quinoxalin-6-ylamino)pyrimidin-4-yl)amino)phenyl)methylsulfonamide BrC=1C(=NC(=NC1)NC=1C=C2N=CC=NC2=CC1)NC1=C(C=CC=C1)CNS(=O)=O